6-(alpha-hydroxy-beta-(p-fluorophenyl)ethyl)-9-(2',3',5'-tri-O-acetyl-beta-D-ribofuranosyl)purine OC(CC1=CC=C(C=C1)F)C1=C2N=CN(C2=NC=N1)[C@H]1[C@H](OC(C)=O)[C@H](OC(C)=O)[C@H](O1)COC(C)=O